methyl (S)-2,4-dimethyl-2,3,4,5-tetrahydrobenzo[f][1,4]oxazepine-8-carboxylate C[C@@H]1OC2=C(CN(C1)C)C=CC(=C2)C(=O)OC